BrCCC1COC1 3-(2-bromoethyl)oxetane